(S)-1-ethyl-6-((4-((2-hydroxy-1-phenylethyl)amino)-5-(3-(pyridin-3-yl)-1,2,4-oxadiazol-5-yl)pyrimidin-2-yl)amino)-1,2-dihydro-3H-indazol-3-one C(C)N1NC(C2=CC=C(C=C12)NC1=NC=C(C(=N1)N[C@H](CO)C1=CC=CC=C1)C1=NC(=NO1)C=1C=NC=CC1)=O